BrC=1C=C(C(=C(C1)OC)F)C(F)(F)F 5-Bromo-2-fluoro-1-methoxy-3-(trifluoromethyl)benzene